P(=O)(OC1=CC=CC=2[Se]C=C(C21)CCN(C)C)([O-])[O-] 3-(N,N-dimethylaminoethyl)benzo[b]selenophen-4-yl phosphate